2-(2-(2-methoxyethoxy)ethoxy)ethan-1-amine COCCOCCOCCN